BrC1=CC=C(C=C1)C1=C(C=C2C(=N1)C1(C(O2)C(C(C1=O)C(=O)N(C)C)C1=CC=CC=C1)O)Cl (4-bromophenyl)-3-chloro-8a-hydroxy-N,N-dimethyl-8-oxo-6-phenyl-5a,7,8,8a-tetrahydro-6H-cyclopenta[4,5]furo[3,2-b]pyridine-7-carboxamide